FC(OC=1C=2N(C=C(C1)C#N)C[C@@]1(CCCC3=C(C(=CC=C13)F)F)N2)F (S)-8-(difluoromethoxy)-5',6'-difluoro-3',4'-dihydro-2'H,3H-spiro[imidazo[1,2-a]pyridine-2,1'-naphthalene]-6-carbonitrile